C1(CC1)N1CC2C(C1)CNC2 5-cyclopropyl-2,3,3a,4,6,6a-hexahydro-1H-pyrrolo[3,4-c]pyrrole